C(C)(C)C=1C=C2N(C1)C1(CC1)CNC2=O 7-isopropylspiro[2,3-dihydropyrrolo[1,2-a]pyrazine-4,1'-cyclopropane]-1-one